4''-Chloro-2,3''-difluoro-5-methoxy-2',3',4',5'-tetrahydro-[1,1':4',1''-terphenyl]-4-amine ClC1=C(C=C(C=C1)C1CCC(=CC1)C1=C(C=C(C(=C1)OC)N)F)F